OCCCOC1=C(C=C(C=C1)C1=CC=C(C=C1)C(=O)O)C1=CC(=C(C=C1)N1CCCC1)[Si](C)(C)C 4'-(3-hydroxypropoxy)-4''-(pyrrolidin-1-yl)-3''-(trimethylsilyl)-[1,1':3',1''-terphenyl]-4-carboxylic acid